C(C1=CC=CC=C1)OC[C@]1(C(C1)(F)F)CN(C)C (R)-1-(1-((benzyloxy)methyl)-2,2-difluorocyclopropyl)-N,N-dimethylmethanamine